ClC1=CC2=C(OCCCN2C)C(=C1F)C(=O)O 7-chloro-8-fluoro-5-methyl-2,3,4,5-tetrahydrobenzo[b][1,4]oxazepine-9-carboxylic acid